1,1-dimethoxy-2,2-dimethylpropane COC(C(C)(C)C)OC